ClC=1C=C(C=CC1F)NC1=NC(=NC(=C1)NC1CCNCC1)S(=O)(=O)C N4-(3-chloro-4-fluorophenyl)-2-(methylsulfonyl)-N6-(piperidin-4-yl)pyrimidine-4,6-diamine